C1(CCCCC1)CCC(=O)OCCC(CCC(CCC(CCCCC)CCS[C@H]1[C@@H](CCCC1)OC(CCC1CCCCC1)=O)N(C)CCCCO[Si](C1=CC=CC=C1)(C1=CC=CC=C1)C(C)(C)C)CCCCC |o1:28,29| 6-((4-((tert-Butyldiphenylsilyl)oxy)butyl)(methyl)amino)-9-(2-(((1R*,2R*)-2-((3-cyclohexylpropanoyl)oxy)cyclohexyl)thio)ethyl)-3-pentyltetradecyl 3-cyclohexylpropanoate